(6aR,7R,10aS)-9-cyano-4-methoxy-2-(2-methoxypyridin-4-yl)-7,10a-dimethyl-5,6a,7,10a-tetrahydrobenzo[H]quinazolin-8(6H)-one C(#N)C1=C[C@@]2([C@H](CCC=3C(=NC(=NC23)C2=CC(=NC=C2)OC)OC)[C@H](C1=O)C)C